(3R,4S)-3-cyclopropyl-4-methyl-2-oxo-1-[6-(5,6,7,8-tetrahydro-[1,2,4]triazolo[4,3-a]pyridin-3-yl)pyrrolo[1,2-b]pyridazin-4-yl]pyrrolidine-3-carbonitrile C1(CC1)[C@]1(C(N(C[C@H]1C)C=1C=2N(N=CC1)C=C(C2)C2=NN=C1N2CCCC1)=O)C#N